N-(6-(7-(((1r,4r)-4-(dimethylamino)cyclohexyl)amino)-1-isopropyl-2-oxo-1,4-dihydropyrimido[4,5-d]pyrimidin-3(2H)-yl)-4-fluoropyridin-3-yl)-1-(4-fluorophenyl)methanesulfonamide CN(C1CCC(CC1)NC1=NC=C2C(=N1)N(C(N(C2)C2=CC(=C(C=N2)NS(=O)(=O)CC2=CC=C(C=C2)F)F)=O)C(C)C)C